ClC1=C2C(=CC=NC2=C(C(=C1)[N+](=O)[O-])O)N1CCN(CC1)C(=O)OC Methyl 4-(5-chloro-8-hydroxy-7-nitroquinolin-4-yl)-piperazine-1-carboxylate